COC(=O)C1=CC=C(S1)/C=C/C(=O)O (E)-3-(5-(methoxycarbonyl)thiophen-2-yl)acrylic acid